tert-butyl 7,7-dimethylspiro[6H-thieno[3,2-c]pyran-4,4'-piperidine]-1'-carboxylate CC1(C2=C(C=CS2)C2(CCN(CC2)C(=O)OC(C)(C)C)OC1)C